2,4-dimethyl-Benzaldehyde CC1=C(C=O)C=CC(=C1)C